COC1=NC=CC(=C1C1=CN(C2=NC(=CC=C21)NC(=O)NCCCN(C)C)COCC[Si](C)(C)C)OC 1-(3-(2,4-dimethoxypyridin-3-yl)-1-((2-(trimethylsilyl)ethoxy)methyl)-1H-pyrrolo[2,3-b]pyridin-6-yl)-3-(3-(dimethylamino)propyl)urea